tert-Butyldimethylsilyl-2'-Deoxy-5-Fluorocytidine [Si](C)(C)(C(C)(C)C)[C@@]1(C[C@H](O)[C@@H](CO)O1)N1C(=O)N=C(N)C(=C1)F